C(#N)C(=CC=1C=C(OCCC(=O)N[C@@H](CC2=CC=CC=C2)B2O[C@@]3([C@H](O2)C[C@H]2C([C@@H]3C2)(C)C)C)C=CC1)C1=NC=CC=C1 3-(3-(2-cyano-2-(pyridin-2-yl)vinyl)phenoxy)-N-((R)-2-phenyl-1-((3aS,4S,6S,7aR)-3a,5,5-trimethylhexahydro-4,6-methanobenzo[d][1,3,2]dioxaborol-2-yl)ethyl)propanamide